ClC=1C=C(C=CC1F)C(C=1NC(=CN1)S(=O)(=O)NCCCNC)C1=CC(=C(C=C1)F)Cl 2-(bis(3-chloro-4-fluorophenyl)methyl)-N-(3-(methylamino)propyl)-1H-imidazole-5-sulfonamide